CC1=C(O\C(\C(=O)OC)=C/OC)C=C(C=C1)\C(\C)=N\OCC1=C(C=CC=C1)C methyl (2Z)-2-(2-methyl-5-{(1E)-N-[(2-methylphenyl)methoxy]ethanimidoyl}phenoxy)-3-methoxy-2-propenoate